2-(N,N-dimethylamino)-1,3-butadiene CN(C)C(=C)C=C